4,4-dimethylpentyl 4-(3-hydroxyphenyl)-7-(2-methoxyphenyl)-2-methyl-5-oxo-1,4,5,6,7,8-hexahydroquinoline-3-carboxylate OC=1C=C(C=CC1)C1C(=C(NC=2CC(CC(C12)=O)C1=C(C=CC=C1)OC)C)C(=O)OCCCC(C)(C)C